3-Amino-6-(2-methyl-5-(1,1,1-trifluoro-2,3-dihydroxy-3-methylbutan-2-yl)phenyl)-N-(tetrahydro-2H-pyran-4-yl)pyrazine-2-carboxamide, trifluoroacetate Salt FC(C(=O)O)(F)F.NC=1C(=NC(=CN1)C1=C(C=CC(=C1)C(C(F)(F)F)(C(C)(C)O)O)C)C(=O)NC1CCOCC1